3-(pyridin-2-yl)propan-1-amine N1=C(C=CC=C1)CCCN